C(C1=CC=CC=C1)N1C(C2(C3=CC=CC=C13)C(=NC1=CC=CC=C12)C(C)(C)C)=O 1'-Benzyl-2-(tert-butyl)spiro[indole-3,3'-indolin]-2'-one